C(CCC)(C1=C(C=C(C(=C1)C(C)(C)C)O)C)C1=C(C=C(C(=C1)C(C)(C)C)O)C 4,4'-butylidenebis(3-methyl-6-tertiary butyl-phenol)